C(C)OC1=C(C(=O)NN)C=C(C(=C1)C(=O)NN)OCC 2,5-diethoxy-terephthalohydrazide